3-{4-[(3,4-Difluoro-phenylcarbamoyl)-methyl]-[1,2,3]triazol-1-yl}-N-hydroxy-4-naphthalen-2-yl-butyramide FC=1C=C(C=CC1F)NC(=O)CC=1N=NN(C1)C(CC(=O)NO)CC1=CC2=CC=CC=C2C=C1